(3R)-1-(4-((3'-(4-((carboxymethyl)amino)-4,5,6,7-tetrahydropyrazolo[1,5-a]pyridine-2-carboxamido)-2,2'-dichloro-[1,1'-biphenyl]-3-yl)carbamoyl)-2-fluoro-6-methoxybenzyl)pyrrolidine C(=O)(O)CNC1C=2N(CCC1)N=C(C2)C(=O)NC=2C(=C(C=CC2)C2=C(C(=CC=C2)NC(=O)C2=CC(=C(CN1CCCC1)C(=C2)OC)F)Cl)Cl